Benzyl (S)-6-(4-(methoxycarbonyl) phenyl)-4-(1-methyl-1H-pyrazol-5-yl)-3,6-dihydropyridine-1(2H)-carboxylate COC(=O)C1=CC=C(C=C1)[C@@H]1C=C(CCN1C(=O)OCC1=CC=CC=C1)C1=CC=NN1C